(R)-3-methyl-5-(1-(piperidin-4-yl)pyrrolidin-2-yl)oxazol-2(3H)-one CN1C(OC(=C1)[C@@H]1N(CCC1)C1CCNCC1)=O